N1=C(C=CC=C1)C=1N2C(SC1)=NC(=C2)C(=O)O 3-(pyridin-2-yl)imidazo[2,1-b]thiazole-6-carboxylic acid